C(CCCCCCCCCCCCCCC)(=O)O.CN1C=NC=C1 3-methyl-imidazole palmitate